[Cl-].[NH4+].OCC1=CC=C(C=C1)C(C)C para-hydroxymethyl-cumene ammonium chloride